FC1=C(C(=C(C(=C1[2H])[2H])[2H])[2H])C1=CC(=CN1S(=O)(=O)C=1C=NC=CC1)C=NCO N-((5-(2-fluoro-3,4,5,6-tetradeuterophenyl)-1-(pyridin-3-ylsulfonyl)-1H-pyrrol-3-yl)methylene)hydroxymethylamine